3-[7-(3-cyclopropylphenoxy)imidazo[1,2-b]pyridazin-8-yl]-5-[(2,4-dichlorophenyl)methyl]-5,6-dihydro-4H-1,2,4-oxadiazine C1(CC1)C=1C=C(OC2=C(C=3N(N=C2)C=CN3)C3=NOCC(N3)CC3=C(C=C(C=C3)Cl)Cl)C=CC1